2-(6-oxo-5-((1-(5-phenylthiophen-2-yl)ethyl)amino)-2-(piperidin-1-yl)pyrimidin-1(6H)-yl)acetamide O=C1C(=CN=C(N1CC(=O)N)N1CCCCC1)NC(C)C=1SC(=CC1)C1=CC=CC=C1